octadecyl-dimethyl-sulfonium chloride [Cl-].C(CCCCCCCCCCCCCCCCC)[S+](C)C